3-chloro-5-(1-cyano-1-methyl-ethoxy)benzoic acid ClC=1C=C(C(=O)O)C=C(C1)OC(C)(C)C#N